NC1=NC=C(C2=C1C=NN2C2OCCCC2)NC(C(N2[C@H](CC[C@@H](C2)C)C2=NN(C=C2)C)=O)=O |r| N-(4-amino-1-tetrahydropyran-2-yl-pyrazolo[4,3-c]pyridin-7-yl)-2-oxo-2-[rac-(2R,5S)-5-methyl-2-(1-methylpyrazol-3-yl)-1-piperidyl]acetamide